N-(1-(tert-butyl)-5-(4-hydroxytetrahydrofuran-2-yl)-1H-pyrazol-3-yl)-3-(methoxymethyl)-1-Methyl-1H-pyrazole-5-carboxamide C(C)(C)(C)N1N=C(C=C1C1OCC(C1)O)NC(=O)C1=CC(=NN1C)COC